N[C@H](C(=O)OC)C(C)(C)C methyl (S)-2-amino-3,3-dimethylbutanoate